(3S,4r,5R)-1-(2,6-difluoro-4-(pyrrolidin-1-yl)phenethyl)piperidine FC1=C(CCN2CCCCC2)C(=CC(=C1)N1CCCC1)F